ClC1=C(C(=CC=C1Cl)OC)[C@H]1C[C@H]2COC(C(N2CC1)=O)CN1CCCC1 (8R,9aS)-8-(2,3-dichloro-6-methoxyphenyl)-3-(pyrrolidin-1-ylmethyl)-hexahydro-1H-pyrido[2,1-c][1,4]oxazin-4-one